(2S)-2-(3-fluoro-2-methoxy-5-(tetrahydro-2H-pyran-2-yl)phenyl)-2-((R)-3-((5-(4-methoxy-5,6,7,8-tetrahydro-1,8-naphthyridin-2-yl)pentyl)oxy)pyrrolidin-1-yl)acetic acid FC=1C(=C(C=C(C1)C1OCCCC1)[C@@H](C(=O)O)N1C[C@@H](CC1)OCCCCCC1=NC=2NCCCC2C(=C1)OC)OC